2-methoxy-N-[3-[4-[3-methyl-4-(6-methylpyridin-3-yloxy)phenylamino]quinazolin-6-yl]-2(E)-propenyl]acetamide COCC(=O)NC\C=C\C=1C=C2C(=NC=NC2=CC1)NC1=CC(=C(C=C1)OC=1C=NC(=CC1)C)C